FC(C1(OC(CCN1)=O)C(F)(F)F)(F)F 2,2-bis(trifluoromethyl)-1,3-oxazinan-6-one